6-(4-(thiazol-5-yl)phenoxy)pyridin-3-amine S1C=NC=C1C1=CC=C(OC2=CC=C(C=N2)N)C=C1